NC=1N=C(SC1C(C1=CC=C(C=C1)O)=O)N(C1=CC(=C(C=C1)F)F)[C@@H](C(=O)N)C (R)-2-(N-[4-Amino-5-(4-hydroxybenzoyl)thiazol-2-yl]-3,4-difluoroanilino)propanamid